1,2,3,4-tetrahydro-3-isoquinolinecarboxylic acid C1NC(CC2=CC=CC=C12)C(=O)O